CC/C=C\\C/C=C\\C/C=C\\C/C=C\\C/C=C\\CCCCCCCCCCCCCCCCCCCCCC(=O)O The molecule is a very long-chain omega-3 fatty acid that is octatriacontanoic acid having six double bonds located at positions 23, 26, 29, 32 and 35 (the 23Z,26Z,29Z,32Z,35Z-isomer). It is an omega-3 fatty acid and an octatriacontapentaenoic acid. It is a conjugate acid of a (23Z,26Z,29Z,32Z,35Z)-octatriacontapentaenoate.